ClC=1C=C(N=NC1)NC1=NC(=NC=C1F)N1CCCC1 5-chloro-N-(5-fluoro-2-(pyrrolidin-1-yl)pyrimidin-4-yl)pyridazin-3-amine